(2-chloro-6-morpholinopyridin-4-yl)(phenyl)methanone ClC1=NC(=CC(=C1)C(=O)C1=CC=CC=C1)N1CCOCC1